FC1=CC=C(OC2(CC2)C(=O)NC2=CC=C(C=C2)C2=CC=C(C=C2)CN2CCOCC2)C=C1 1-(4-fluorophenoxy)-N-(4'-(morpholinomethyl)-[1,1'-biphenyl]-4-yl)cyclopropane-1-carboxamide